ClC=1C(=C2C(=C(N(C2=CC1)CCC(=O)OC)C(=O)OC)C)C=1C(=NN(C1C)C)COCC1=CC=C(C=C1)OC Methyl 5-chloro-1-(3-methoxy-3-oxopropyl)-4-(3-(((4-methoxybenzyl)oxy)methyl)-1,5-dimethyl-1H-pyrazol-4-yl)-3-methyl-1H-indole-2-carboxylate